1-(2,4-dichloro-benzyl)-indoline-2,3-dione ClC1=C(CN2C(C(C3=CC=CC=C23)=O)=O)C=CC(=C1)Cl